2-(2-fluorobenzene-1-carbonyl)-8,8-dimethyl-7-oxo-2-azaspiro[3.5]non-5-ene-6-carbonitrile FC1=C(C=CC=C1)C(=O)N1CC2(C1)C=C(C(C(C2)(C)C)=O)C#N